N,N-dipropylmethylamine C(CC)N(CCC)C